FC1=C2C3=C(NC2=C(C=C1F)NC)N=CC(=C3N3CC(NCC3)C(F)(F)F)C=3C=C1C(C(=CN(C1=NC3)C)C(=O)O)=O 6-[5,6-difluoro-8-(methylamino)-4-[3-(trifluoromethyl)piperazin-1-yl]-9H-pyrido[2,3-b]indol-3-yl]-1-methyl-4-oxo-1,8-naphthyridine-3-carboxylic acid